3,3-difluoro-2,2-dimethyl-cyclobutanecarboxylic acid FC1(C(C(C1)C(=O)O)(C)C)F